N1(CCCC2=CC=CC=C12)C(C(=O)NC1=NOC(=C1)C)C1=CC=CC=C1 2-(3,4-dihydroquinolin-1(2H)-yl)-N-(5-methylisoxazol-3-yl)-2-phenylacetamide